2-((2-((4-(4-(1-(4-(2,6-dioxopiperidin-3-yl)-3-fluorobenzyl)piperidin-4-yl)piperazin-1-yl)-2-isopropoxy-5-methylphenyl)amino)-5-(trifluoromethyl)pyridin-4-yl)amino)-N-methylbenzamide O=C1NC(CCC1C1=C(C=C(CN2CCC(CC2)N2CCN(CC2)C2=CC(=C(C=C2C)NC2=NC=C(C(=C2)NC2=C(C(=O)NC)C=CC=C2)C(F)(F)F)OC(C)C)C=C1)F)=O